F\C=C\C(F)(F)F trans-1,3,3,3-tetrafluoro-prop-1-ene